C(C=C)(=O)OCC(COC(C=C)=O)(COC(C=C)=O)COCC(COC(C=C)=O)(COC(C=C)=O)COC(C=C)=O 2-[[3-[(1-Oxoallyl)oxy]-2,2-bis[[(1-oxoallyl)oxy] methyl] propoxy] methyl]-2-[[(1-oxoallyl)oxy] methyl]-1,3-propanediyl diacrylate